2-(4-Chloro-7-fluoro-6-(1-isopropyl-2-oxo-1,2-dihydropyridin-4-yl)-2H-indazol-2-yl)-2-(6,7-dihydro-5H-pyrrolo[1,2-c]imidazol-1-yl)-N-(thiazol-2-yl)acetamide ClC=1C2=CN(N=C2C(=C(C1)C1=CC(N(C=C1)C(C)C)=O)F)C(C(=O)NC=1SC=CN1)C1=C2N(C=N1)CCC2